(1R,4R)-2-Boc-2,5-diazabicyclo[2.2.1]heptane C(=O)(OC(C)(C)C)N1[C@H]2CN[C@@H](C1)C2